(2,4,7-trinitro-9-fluorenylidene)malononitrile [N+](=O)([O-])C1=CC=2C(C3=CC(=CC=C3C2C(=C1)[N+](=O)[O-])[N+](=O)[O-])=C(C#N)C#N